C(C(=C)C)(=O)OCCNC1=CC=C(C=2C(C3=CC=CC=C3C(C12)=O)=O)NCCOC(C(=C)C)=O 1,4-bis[(2-methacryloyloxyethyl)amino]-9,10-anthraquinone